6-(4-(((6-(difluoromethoxy)pyridin-3-yl)oxy)piperidin-1-yl)pyridin-3-yl)-6-(2-hydroxy-2-methylpropoxy)pyrazolo[1,5-a]pyridine-3-carbonitrile FC(OC1=CC=C(C=N1)OC1N(CCCC1)C1=C(C=NC=C1)C1(C=CC=2N(C1)N=CC2C#N)OCC(C)(C)O)F